2-naphthalenyl-N-phenyl-4-methylbenzenesulfenamide C1(=CC=CC2=CC=CC=C12)C1=C(C=CC(=C1)C)SNC1=CC=CC=C1